(5-ethynyl-6-fluoro-4-(8-fluoro-2-(((2R,7aS)-2-fluorotetrahydro-1H-pyrrolizin-7a(5H)-yl)methoxy)-4-(1,4-oxazepan-4-yl)pyrido[4,3-d]pyrimidin-7-yl)naphthalen-2-yl)boronic acid C(#C)C1=C2C(=CC(=CC2=CC=C1F)B(O)O)C1=C(C=2N=C(N=C(C2C=N1)N1CCOCCC1)OC[C@]12CCCN2C[C@@H](C1)F)F